N,N-diisopropylmonoethyl-amine C(C)(C)N(C(C)C)CC